(1S,3R)-N-(4-(4-fluoro-1-isopropyl-1H-benzo[d]imidazol-6-yl)-5-methylpyridin-2-yl)-3-isobutyramidocyclohexane-1-carboxamide FC1=CC(=CC=2N(C=NC21)C(C)C)C2=CC(=NC=C2C)NC(=O)[C@@H]2C[C@@H](CCC2)NC(C(C)C)=O